5-(difluoromethoxy)-2-mercapto-1H-benzimidazole FC(OC1=CC2=C(NC(=N2)S)C=C1)F